7-bromo-2-((((S)-1-methylpyrrolidine-2-yl)methoxyl)pyrido[3,2-d]Pyrimidin-4-yl)-2-(cyanomethyl)piperazine-1-carboxylic acid tert-butyl ester C(C)(C)(C)OC(=O)N1C(CNCC1)(CC#N)C=1C2=C(N=C(N1)OC[C@H]1N(CCC1)C)C=C(C=N2)Br